C1(CCC1)N1C(CCC1)C=CC(=O)O 3-(1-cyclobutylpyrrolidin-2-yl)acrylic acid